(R)-3-(3-chloro-4-fluorophenyl)-1-(2-methoxyethyl)-1-(1-(1-methoxyisoquinolin-4-yl)ethyl)urea ClC=1C=C(C=CC1F)NC(N([C@H](C)C1=CN=C(C2=CC=CC=C12)OC)CCOC)=O